6-(2-{[7-(5-methyl-1,2,4-oxadiazol-3-yl)isoquinolin-1-yl]amino}ethyl)-5-oxo-5,6-dihydro-1,6-naphthyridine-3-carboxylic acid CC1=NC(=NO1)C1=CC=C2C=CN=C(C2=C1)NCCN1C(C=2C=C(C=NC2C=C1)C(=O)O)=O